(2-(benzyl-(3-(4-bromothiazol-2-yl)-3-oxopropyl)amino)ethyl)carbamic acid tert-butyl ester C(C)(C)(C)OC(NCCN(CCC(=O)C=1SC=C(N1)Br)CC1=CC=CC=C1)=O